2-[6-Fluoro-4-[7-fluoro-1,4,4-trimethyl-9-(trifluoromethyl)-5H-[1,2,4]triazolo[4,3-a]quinoxalin-8-yl]-1H-indol-1-yl]-ethanol FC1=CC(=C2C=CN(C2=C1)CCO)C1=C(C=C2NC(C=3N(C2=C1C(F)(F)F)C(=NN3)C)(C)C)F